ClC1=CC=C2C(=N1)N(C=N2)COCC[Si](C)(C)C 5-chloro-3-(2-trimethylsilylethoxy)methyl-3H-imidazo[4,5-b]pyridine